COC1=CC=C(C=C1)C1=NOC(=N1)N1CCC(CC1)C(=O)NCC1CN(CC1)C1=CC=CC=C1 1-(3-(4-methoxyphenyl)-1,2,4-oxadiazol-5-yl)-N-((1-phenylpyrrolidin-3-yl)methyl)piperidine-4-carboxamide